C1(=CC=CC=C1)[C@H](C[Se]C1=C(C=CC=C1)C)O (R)-1-phenyl-2-(o-tolylseleno)ethane-1-ol